CC=1N=C2N(C=C(C=C2C)C=2C=CC(=NC2CC)N2CCC(CC2)(N)C)C1 1-[5-(2,8-dimethylimidazo[1,2-a]pyridin-6-yl)-6-ethyl-2-pyridyl]-4-methyl-piperidin-4-amine